O1CCN(CC1)CC1=C(C=NC=C1)C=1C=C2C(=NNC2=CC1)C(=O)NCC1CCOCC1 5-(4-(Morpholinomethyl)pyridin-3-yl)-N-((tetrahydro-2H-pyran-4-yl)methyl)-1H-indazole-3-carboxamide